CC1(OB(OC1(C)C)C1=CC(CC1)C1=NNC(=C1)NC(OCC1=CC=CC=C1)=O)C benzyl (3-(3-(4,4,5,5-tetramethyl-1,3,2-dioxaborolan-2-yl)cyclopent-2-en-1-yl)-1H-pyrazol-5-yl)carbamate